N-(m-tolyl)-1H-indazole-3-carboxamide C1(=CC(=CC=C1)NC(=O)C1=NNC2=CC=CC=C12)C